5-(ethylsulfonyl)-6-(2-(trifluoromethyl)pyrazolo[1,5-a]pyrimidin-5-yl)nicotinic acid methyl ester COC(C1=CN=C(C(=C1)S(=O)(=O)CC)C1=NC=2N(C=C1)N=C(C2)C(F)(F)F)=O